N[C@@H]1[C@H](C[C@@H](OC1)C(=O)N1[C@H](C2=CC=CC=C2CC1)C1=CC=C(C=C1)F)F ((2R,4S,5S)-5-amino-4-fluorotetrahydro-2H-pyran-2-yl)((S)-1-(4-fluorophenyl)-3,4-dihydroisoquinolin-2(1H)-yl)methanone